C(CCC1=CC2=C(SC(=C2)C(CCC(=O)O)=O)C=C1C)C1=CC2=C(SC(=C2)C(CCC(=O)O)=O)C=C1C 4,4'-(propane-1,3-diylbis(6-methylbenzo[b]thiophene-5,2-diyl))bis(4-oxobutanoic acid)